ethyl 3-bromo-2-fluoro-6-methyl-5-(trifluoromethyl)benzoate BrC=1C(=C(C(=O)OCC)C(=C(C1)C(F)(F)F)C)F